ClC=1N=C2N(N=C(C=C2C)C=2N=C3N(C(C2)=O)C=C(S3)[C@H]3[C@H](CNCC3)F)C1 7-(2-Chloro-8-methylimidazo[1,2-b]pyridazin-6-yl)-2-[(3R,4R)-3-fluoro-4-piperidyl]thiazolo[3,2-a]pyrimidin-5-on